CC1(CCN(CC1)S(=O)(=O)C1=CC=C(C=C1)C(F)(F)F)C1=NOC(=C1)N 3-[4-methyl-1-[4-(trifluoromethyl)phenyl]sulfonyl-4-piperidyl]isoxazol-5-amine